5-(1-((S)-1,1-difluoropropan-2-yl)-1H-benzo[d][1,2,3]triazol-6-yl)-N-((3R,4S)-3-fluoro-1-methylpiperidin-4-yl)-4-methoxypyrrolo[2,1-f][1,2,4]triazin-2-amine FC([C@H](C)N1N=NC2=C1C=C(C=C2)C=2C=CN1N=C(N=C(C12)OC)N[C@@H]1[C@@H](CN(CC1)C)F)F